BrC1=C(C=C2C(=C(C(=NC2=C1F)SC)I)N[C@H]1[C@H]2CN([C@@H]1C2)C(=O)OC(C)(C)C)C tert-Butyl (1R,4R,5S)-5-((7-bromo-8-fluoro-3-iodo-6-methyl-2-(methylthio)quinolin-4-yl)amino)-2-azabicyclo[2.1.1]hexane-2-carboxylate